C(C)(C)(C)C1=CC=C(OC2=NC=CC=C2N)C=C1 (4-(tert-butyl)phenoxy)pyridin-3-amine